2,2-dimethoxy-1-(4-trimethoxysilylbutyl)-1-aza-2-silaCyclohexane CO[Si]1(N(CCCC1)CCCC[Si](OC)(OC)OC)OC